7-bromo-4-tert-butoxy-8-fluoro-6-iodo-2-[(oxan-4-yl)oxy]quinazoline BrC1=C(C=C2C(=NC(=NC2=C1F)OC1CCOCC1)OC(C)(C)C)I